3,3'-bis(hydroxymethyl)-2'-methyl-[1,1'-biphenyl]-2-carbonitrile OCC1=C(C(=CC=C1)C1=C(C(=CC=C1)CO)C)C#N